Ethyl thiosulfonate (S-ethyl ethanesulfonothioate) C(C)S=S(=O)(O)CC.S(=S)(=O)OCC